2-bromo-1-(3-fluoro-2-(2-oxa-6-azaspiro[3.3]hept-6-yl)pyridin-4-yl)ethan-1-one BrCC(=O)C1=C(C(=NC=C1)N1CC2(COC2)C1)F